styrenyl phosphonate P(OC=CC1=CC=CC=C1)([O-])=O